2-((2-Methyl-6-(trifluoromethyl)pyridin-3-yl)sulfonyl)-N-(1-(tetrahydro-2H-pyran-4-yl)cyclopropyl)-2-azaspiro[3.3]heptan-6-amine CC1=NC(=CC=C1S(=O)(=O)N1CC2(C1)CC(C2)NC2(CC2)C2CCOCC2)C(F)(F)F